OC=1C=C(C=C(C1O)[O-])[C@H]1OC2=CC(=CC(=C2C([C@@H]1O)=O)O)[O-].N[C@@H](CCCC[NH3+])C(=O)O.N[C@@H](CCCC[NH3+])C(=O)O (S)-5-amino-5-carboxypentan-1-aminium (2R,3R)-2-(3,4-dihydroxy-5-oxidophenyl)-3,5-dihydroxy-4-oxochroman-7-olate